2-Bromo-6-(1-(4-chloro-2-fluorophenyl)-4-hydroxybutoxy)phenol BrC1=C(C(=CC=C1)OC(CCCO)C1=C(C=C(C=C1)Cl)F)O